BrC=1C(=C(CC2N(CC3(CC3)C2NS(=O)(=O)C)C(=O)OC(C)(C)C)C=CC1)F tert-butyl 6-(3-bromo-2-fluorobenzyl)-7-(methylsulfonylamino)-5-azaspiro[2.4]heptane-5-carboxylate